NC=1C=C(C(=O)OCC(C)CCC[C@@H](C)[C@H]2CC[C@H]3[C@@H]4CCC5CCCC[C@]5(C)[C@H]4CC[C@]23C)C=C(C1)N cholestanol 3,5-diaminobenzoate